2'-chloro-5'-methoxy-N-(5-(((1S,3S)-3-methoxycyclohexyl)oxy)-1,3,4-thiadiazol-2-yl)-6-methyl-(4,4'-bipyridine)-3-carboxamide ClC1=NC=C(C(=C1)C1=C(C=NC(=C1)C)C(=O)NC=1SC(=NN1)O[C@@H]1C[C@H](CCC1)OC)OC